(R)-6-(((1-(1-(difluoromethyl)cyclopropyl)-1H-1,2,3-triazol-4-yl)(4-methyloxazol-5-yl)methyl)amino)-4-(neopentylamino)quinoline-3,8-dicarbonitrile FC(C1(CC1)N1N=NC(=C1)[C@H](C1=C(N=CO1)C)NC=1C=C2C(=C(C=NC2=C(C1)C#N)C#N)NCC(C)(C)C)F